(S)- and (R)-2-((4-Chlorophenethyl)amino)-N-(4-(4-methyl-1H-imidazol-1-yl)phenyl)-phenylacetamide ClC1=CC=C(CCNC2=C(C=CC=C2)CC(=O)NC2=CC=C(C=C2)N2C=NC(=C2)C)C=C1